ethyl 5-(benzyloxy)-2-formylbenzofuran-3-carboxylate C(C1=CC=CC=C1)OC=1C=CC2=C(C(=C(O2)C=O)C(=O)OCC)C1